C(C)C(C(=O)O)(C(=O)O)CCF 2-ethyl-2-(2-fluoroethyl)malonic acid